5-bromo-N-(4-methyl-1,1-dioxidotetrahydro-2H-thiopyran-4-yl)pyrazolo[1,5-a]pyridine-2-carboxamide BrC1=CC=2N(C=C1)N=C(C2)C(=O)NC2(CCS(CC2)(=O)=O)C